[C@@H]1([C@H](O)[C@@H](O)[C@H](O)[C@H](O1)CO)OC(CC(CCCCCCC)OC(CC(CCCCCCCCCCC)O)=O)=O β-Glucopyranosyl-3-(3'-hydroxytetradecanoyloxy)decanoate